1,8-dichloro-9,10-bis(phenylethynyl)anthracene ClC1=CC=CC2=C(C3=CC=CC(=C3C(=C12)C#CC1=CC=CC=C1)Cl)C#CC1=CC=CC=C1